N-(6-((1H-pyrazol-1-yl)methyl)-4-methoxybenzo[d]isoxazol-3-yl)-2-cyclobutyloxy-6-methoxybenzenesulfonamide N1(N=CC=C1)CC1=CC2=C(C(=NO2)NS(=O)(=O)C2=C(C=CC=C2OC)OC2CCC2)C(=C1)OC